BrC1=CC=C(C=N1)NC=1C(=CC=CC1)N N1-(6-bromopyridin-3-yl)benzene-1,2-diamine